CC1=NC2=C(N1CC1=C(C(=CC=C1)C(F)(F)F)C)C=C(C=C2C(=O)O)N2CCOCC2 2-methyl-1-[[2-methyl-3-(trifluoromethyl)phenyl]methyl]-6-morpholin-4-yl-benzimidazole-4-carboxylic acid